N1N=NC2=C1C=CC=N2 1H-1,2,3-triazolopyridine